N[C@H](C=1OC2=C(N1)C=C(C=C2)C(NC(CCC(F)(F)F)=O)C2CC2)C2CCC(CC2)(F)F N-((2-((S)-amino(4,4-difluorocyclohexyl)methyl)benzo[d]oxazol-5-yl)((S or R)-cyclopropyl)methyl)-4,4,4-trifluorobutanamide